3-(8-(4-fluorophenyl)-6-azaspiro[3.4]octane-6-carbonyl)-1,2,4-oxadiazol-5(4H)-one FC1=CC=C(C=C1)C1CN(CC12CCC2)C(=O)C2=NOC(N2)=O